C(C)(C)(C)O[C@H]1[C@@H](C[C@H]2N(CCC3=CC(=C(C=C23)OC)OC([2H])([2H])[2H])C1)O (2R,3R,11bR)-3-(tert-butoxy)-10-methoxy-9-(methoxy-d3)-1,3,4,6,7,11b-hexahydro-2H-pyrido[2,1-a]isoquinolin-2-ol